C1(=CC=CC=C1)NC1=NC=2N(C3=CC=CC=C13)C=NN2 N-phenyl-[1,2,4]triazolo[4,3-a]quinazolin-5-amine